tert-butyl N-[(1S)-2-[2-[[5-[(5-fluoro-2-oxo-indolin-3-ylidene)methyl]-4-methyl-1H-pyrrole-3-carbonyl]amino]ethyl amino]-1-methyl-2-oxo-ethyl]-N-methyl-carbamate FC=1C=C2C(C(NC2=CC1)=O)=CC1=C(C(=CN1)C(=O)NCCNC([C@H](C)N(C(OC(C)(C)C)=O)C)=O)C